COC(=O)C=1OC2=C(N1)CC1(C(N(C3=NC=CC=C31)COCC[Si](C)(C)C)=O)CC2 2'-oxo-1'-((2-(trimethylsilyl)ethoxy)methyl)-1',2',6,7-tetrahydro-4H-spiro[benzo[d]oxazol-5,3'-pyrrolo[2,3-b]pyridine]-2-carboxylic acid methyl ester